N-(3-Hydroxy-2,6-dimethyl-phenyl)-2-[[1-[2-(4-methoxyphenyl)acetyl]-4-piperidyl]methylamino]thiazole-5-carboxamide OC=1C(=C(C(=CC1)C)NC(=O)C1=CN=C(S1)NCC1CCN(CC1)C(CC1=CC=C(C=C1)OC)=O)C